2,6-dimethylbenzenesulfonyl fluoride CC1=C(C(=CC=C1)C)S(=O)(=O)F